tert-butyl 3-hydroxy-2,3-dihydrospiro[indene-1,4-piperidine]-1'-carboxylate OC1CC2(CCN(CC2)C(=O)OC(C)(C)C)C2=CC=CC=C12